ClC1=NC=CC=C1CO 2-Chloro-3-pyridinemethanol